2-(4-cyclopropyl-6-methoxypyrimidin-5-yl)-8-((4-(1-(difluoromethyl)-4-(trifluoromethyl)-1H-imidazol-2-yl)phenyl)methyl)-5-methyl-7,8-dihydro-pteridin-6(5H)-one C1(CC1)C1=NC=NC(=C1C1=NC=2N(CC(N(C2C=N1)C)=O)CC1=CC=C(C=C1)C=1N(C=C(N1)C(F)(F)F)C(F)F)OC